C(C)(C)(C)OC(=O)N1C(CNCC1Cl)C1=NC(=NC2=C(C(=CC=C12)C1=C2C=NNC2=CC=C1C)OC1CC1)OC[C@H]1N(C[C@@H](C1)F)C 6-chloro-8-cyclopropoxy-2-((((2S,4R)-4-fluoro-1-methylpyrrolidin-2-yl)methoxy)-7-(5-methyl-1H-indazol-4-yl)quinazolin-4-yl)piperazine-1-carboxylic acid tert-butyl ester